N1(C=NC2=C1C=CC=C2)C2=CC=C(C=C2)NC(=O)N2N=C(C=C2N)C(F)(F)F 5-amino-3-trifluoromethylpyrazol-1-carboxylic acid (4-benzimidazol-1-yl-phenyl)-amide